C(#N)C1=C(C=C2C=C(N=CC2=C1F)NC(=O)C1C(C1)F)C=1N(C=CC1)C N-(7-cyano-8-fluoro-6-(1-methyl-1H-pyrrole-2-yl)isoquinolin-3-yl)-2-fluorocyclopropan-1-carboxamide